2-{2-Fluoro-6-[(3R)-3-methoxypiperidin-1-yl]pyridin-3-yl}-1H-indol FC1=NC(=CC=C1C=1NC2=CC=CC=C2C1)N1C[C@@H](CCC1)OC